5-(N-benzyl-((benzyloxy)carbonyl)amino)pentanol benzoate C(C1=CC=CC=C1)(=O)OCCCCCN(CC1=CC=CC=C1)C(=O)OCC1=CC=CC=C1